tert-butyl N-(3-(4-(2-(3,5-dichloro-4-(3-chloro-2-(methoxymethoxy) propoxy) phenyl) ethyl) phenoxy)-2-oxo-propyl)-N-methylsulfonyl-carbamate ClC=1C=C(C=C(C1OCC(CCl)OCOC)Cl)CCC1=CC=C(OCC(CN(C(OC(C)(C)C)=O)S(=O)(=O)C)=O)C=C1